ClC1=C(C=CC=C1F)C(O)C1COC1 (2-Chloro-3-fluorophenyl)(oxetan-3-yl)methanol